OCCNCC=1C=CC(=NC1)C(=O)NC=1C(=C(C=CC1)C1=C(C(=CC=C1)NC(=O)C1=CC=C(C=N1)C=1NC(CN1)C(=O)O)C)C 2-(6-((3'-(5-(((2-hydroxyethyl)amino)methyl)picolinamido)-2,2'-dimethyl-[1,1'-biphenyl]-3-yl)carbamoyl)pyridin-3-yl)-4,5-dihydro-1H-imidazole-5-carboxylic acid